[N+](=O)([O-])C=1C(=NC=CC1)NC(C(C)(C)C)=O N-(3-nitropyridin-2-yl)pivalamide